Cl.OC(CC(=O)N1CCNCC1)(C)C 3-hydroxy-3-methyl-1-(piperazin-1-yl)butan-1-one hydrochloride